4,4-dimethyl-2-pentanone CC(CC(C)=O)(C)C